ClC=1C(=NC(=C(C1)C#N)N1C[C@H](C([C@H](C1)C)(F)F)C)NC=1C=C2C=C(C(N(C2=CC1)CCCO)=O)OCC(=O)NC 2-((6-((3-chloro-5-cyano-6-((3R,5S)-4,4-difluoro-3,5-dimethylpiperidin-1-yl)pyridin-2-yl)amino)-1-(3-hydroxypropyl)-2-oxo-1,2-dihydroquinolin-3-yl)oxy)-N-methylacetamide